BrC=1C=C(C=NC1)C1CCC(C1)C#N 4-(5-bromo-3-pyridyl)cyclopentanecarbonitrile